1-(4-amino-1H-pyrazol-1-yl)-2-methyl-2-propanol NC=1C=NN(C1)CC(C)(O)C